4-(2-methoxy-3-(pyridin-2-yl)propyl)-2-methyl-N-(1-(2-(1-methyl-1H-pyrazol-4-yl)quinolin-4-yl)cyclopropyl)benzamide COC(CC1=CC(=C(C(=O)NC2(CC2)C2=CC(=NC3=CC=CC=C23)C=2C=NN(C2)C)C=C1)C)CC1=NC=CC=C1